5-(5-(4-fluorophenyl)pyrazolidin-3-ylidene)-1,3-dimethylbarbituric acid FC1=CC=C(C=C1)C1CC(NN1)=C1C(N(C(N(C1=O)C)=O)C)=O